CCCCC/C=C\\C/C=C\\C/C=C\\C/C=C\\CCCC(=O)NCCOP(=O)([O-])OC[C@@H](CO)O The molecule is an N-acyl-sn-glycero-3-phosphoethanolamine(1-) in which the N-acyl group is specified as arachidonoyl (5Z,8Z,11Z,14Z-icosatetraenoyl); major species at pH 7.3. It is a conjugate base of a N-arachidonoyl-sn-glycero-3-phosphoethanolamine.